FC(C(=O)O)(F)F.ClC=1C=C2C(N(C(=NC2=C(C1)F)[C@H]1CNCCC1)C)=O (R)-6-chloro-8-fluoro-3-methyl-2-(piperidin-3-yl)quinazolin-4(3H)-one trifluoroacetic acid salt